Tert-butyl-4-(7-bromo-6-methyl-2,3-dioxo-2,3-dihydropyrido[2,3-b]pyrazin-4(1H)-yl)piperidine C(C)(C)(C)N1CCC(CC1)N1C2=C(NC(C1=O)=O)C=C(C(=N2)C)Br